2-chloro-5-fluoro-7-(3-fluoro-3-methylbutan-2-yl)pyrrolo[2,1-f][1,2,4]triazine ClC1=NN2C(C=N1)=C(C=C2C(C)C(C)(C)F)F